(1-ethyl-4-methyl-1H-benzo[d][1,2,3]triazol-5-yl)-3-(6-(hydroxymethyl)-5-methylpyridin-2-yl)propanoate C(C)N1N=NC2=C1C=CC(=C2C)OC(CCC2=NC(=C(C=C2)C)CO)=O